tert-Butyl (2-(9-(6-amino-4-methyl-3-(trifluoromethyl)pyridin-2-yl)-8-chloro-5,6-dihydro-4H-[1,4]oxazepino[5,6,7-de]quinazolin-4-yl)ethyl)(methyl)carbamate NC1=CC(=C(C(=N1)C=1C(=C2C=3C(=NC=NC3C1)N(CCO2)CCN(C(OC(C)(C)C)=O)C)Cl)C(F)(F)F)C